tert-butyl 6-(2-((2-cyanoethyl)amino)-4-(methoxycarbonyl)phenyl)-2,2-difluoro-7-azaspiro[3.5]non-5-ene-7-carboxylate C(#N)CCNC1=C(C=CC(=C1)C(=O)OC)C1=CC2(CC(C2)(F)F)CCN1C(=O)OC(C)(C)C